O=C1N(CCC(N1)=O)C=1C=C2C(=CN(C2=CC1)C1CCN(CC1)C(=O)OC(C)(C)C)C tert-Butyl 4-(5-(2,4-dioxotetrahydropyrimidin-1(2H)-yl)-3-methyl-1H-indol-1-yl)piperidine-1-carboxylate